hydroxyadipamide OC(C(=O)N)CCCC(=O)N